C(CC)(=O)NC1=CC=C(C=C1)C1=CC=C(C=C1)C(=O)NCC=1C=NC=CC1 4'-propionamido-N-(pyridin-3-ylmethyl)-[1,1'-biphenyl]-4-Carboxamide